6-cyclopropyl-N-[2-(methylamino)ethyl]-1-(propan-2-yl)-1H-pyrazolo[3,4-b]pyridine-4-carboxamide C1(CC1)C=1C=C(C2=C(N1)N(N=C2)C(C)C)C(=O)NCCNC